OCC=1C=C(SC1)/C=C/C(=O)N(CC1N(CC2=CC=CC=C2C1)C)C (E)-3-(4-(hydroxymethyl)thiophen-2-yl)-N-methyl-N-((2-methyl-1,2,3,4-tetrahydroisoquinolin-3-yl)methyl)acrylamide